C1(CC1)N1C(=NC2=C(C=C(C=C2C1=O)F)C1C(C1)C1=C(C(=O)O)C=CC=C1)N1CCOCC1 2-(2-(3-cyclopropyl-6-fluoro-2-morpholino-4-oxo-3,4-dihydroquinazolin-8-yl)cyclopropyl)benzoic acid